7-[2-(1-cyclopropylpyrazol-4-yl)tetrahydropyran-4-yl]-9-(2,4-difluorophenyl)-2,3-dimethyl-pyrazino[1,2-a]pyrimidin-4-one C1(CC1)N1N=CC(=C1)C1OCCC(C1)C=1N=C(C=2N(C(C(=C(N2)C)C)=O)C1)C1=C(C=C(C=C1)F)F